CC=1N=CN(C1)C=1C=C(C=C(C1)CN1C[C@H](CC1)NC)NC(=O)C1CCC(CC1)OC1=CC=CC=C1 N-(3-(4-methyl-1H-imidazol-1-yl)-5-(((S)-3-(methylamino)pyrrolidin-1-yl)methyl)phenyl)-4-phenoxycyclohexane-1-carboxamide